OCC12CC(C1)(C2)NC(OCCCC)=O butyl (3-(hydroxymethyl)bicyclo[1.1.1]pentan-1-yl)carbamate